O1CCCC2=C1C=CC(=C2)CN[C@H](C(=O)O)CCC(C)(C)C (2S)-2-{[(3,4-dihydro-2H-1-benzopyran-6-yl)methyl]amino}-5,5-dimethylhexanoic acid